(R)-(3-Aminopiperidin-1-yl)(2-(1-ethyl-1H-pyrrolo[2,3-b]pyridin-2-yl)-3-methylimidazo[1,2-a]pyridin-7-yl)methanone N[C@H]1CN(CCC1)C(=O)C1=CC=2N(C=C1)C(=C(N2)C2=CC=1C(=NC=CC1)N2CC)C